CN1C=NC2=C1C(=O)N(C(=O)N2C)C The molecule is a trimethylxanthine in which the three methyl groups are located at positions 1, 3, and 7. A purine alkaloid that occurs naturally in tea and coffee. It has a role as a central nervous system stimulant, an EC 3.1.4.* (phosphoric diester hydrolase) inhibitor, an adenosine receptor antagonist, an EC 2.7.11.1 (non-specific serine/threonine protein kinase) inhibitor, a ryanodine receptor agonist, a fungal metabolite, an adenosine A2A receptor antagonist, a psychotropic drug, a diuretic, a food additive, an adjuvant, a plant metabolite, an environmental contaminant, a xenobiotic, a human blood serum metabolite, a mouse metabolite and a mutagen. It is a purine alkaloid and a trimethylxanthine.